C1(CCCCC1)C1=CC=C(C=C1)NC=1C2=C(N=C(N1)N1CC(OCC1)CCNC(C)=O)C(N(C2)C(C)C)=O N-[2-(4-{4-[(4-cyclohexylphenyl)amino]-7-oxo-6-(prop-2-yl)-6,7-dihydro-5H-pyrrolo[3,4-d]pyrimidin-2-yl}morpholin-2-yl)ethyl]acetamide